COC1=C(C=CC=C1OC)NC(CSC=1NC=C(N1)C(=O)O)=O 2-((2-((2,3-dimethoxyphenyl)amino)-2-oxoethyl)thio)-1H-imidazole-4-carboxylic acid